NC1=NC(=NC=N1)C=1C=C(C=C(C1)Cl)[C@H]1COCCN1C(\C=C\Cl)=O (S,E)-1-(3-(3-(4-amino-1,3,5-triazin-2-yl)-5-chlorophenyl)morpholino)-3-chloroprop-2-en-1-one